1-(3-bromoimidazo[1,2-b]pyridazin-6-yl)-N2,N2-dimethylethane-1,2-diamine BrC1=CN=C2N1N=C(C=C2)C(CN(C)C)N